N-phenyl-2-(di-tert-butylphosphino)pyrrole C1(=CC=CC=C1)N1C(=CC=C1)P(C(C)(C)C)C(C)(C)C